2,4-Heptadienal C(C=CC=CCC)=O